undecanoyl-glycine {2-[(3S)-2,6-dioxopiperidin-3-yl]-4-methoxy-3-oxo-2,3-dihydro-1H-isoindol-5-yl}methyl-N-[4-(3,4-difluorophenoxy)phenyl]carbamate O=C1NC(CC[C@@H]1N1CC2=CC=C(C(=C2C1=O)OC)CN(C(O)=O)C1=CC=C(C=C1)OC1=CC(=C(C=C1)F)F)=O.C(CCCCCCCCCC)(=O)NCC(=O)O